OC1=CC(=CC2=CC(=CC(=C12)OC)S(=O)(=O)O)S(=O)(=O)O 1-hydroxy-8-methoxynaphthalene-3,6-disulfonic acid